6-Chloro-3-methyl-pyrimidin-4-one ClC1=CC(N(C=N1)C)=O